5-(2-chloro-4-trifluoromethylphenoxy)-N-methylsulfonyl-2-nitrobenzamide ClC1=C(OC=2C=CC(=C(C(=O)NS(=O)(=O)C)C2)[N+](=O)[O-])C=CC(=C1)C(F)(F)F